N1=NN(C2=NC=CC=C21)[C@H](C(=O)NC2=CC=C(C=C2)N2N=C(C=C2C2CC2)C(F)(F)F)C (S)-2-(3H-[1,2,3]triazolo[4,5-b]pyridin-3-yl)-N-{4-[5-cyclopropyl-3-(trifluoromethyl)-1H-pyrazol-1-yl]phenyl}propionamide